ClC1=CC=C(C=C1)[C@@]1(N(C(C2=CC(=CC(=C12)F)[C@](CC)(C1CCN(CC1)C)O)=O)CC1=NC=C(C=N1)C#N)O[C@@H]1COCC1 2-{[(1R)-1-(4-Chlorophenyl)-7-fluoro-5-[(1S)-1-hydroxy-1-(1-methylpiperidin-4-yl)propyl]-3-oxo-1-[(3S)-oxolan-3-yloxy]-2,3-dihydro-1H-isoindol-2-yl]methyl}pyrimidin-5-carbonitril